3-fluoro-N-methylbenzohydrazide FC=1C=C(C(=O)N(N)C)C=CC1